7-[6-amino-3-(trifluoromethyl)pyridin-2-yl]-6-chloro-3,4-dihydroquinazolin-4-one NC1=CC=C(C(=N1)C1=C(C=C2C(NC=NC2=C1)=O)Cl)C(F)(F)F